(7-isopropoxythieno[3,2-b]pyridine-2-carboxamido)propanoic acid C(C)(C)OC1=C2C(=NC=C1)C=C(S2)C(=O)NC(C(=O)O)C